OCCN(C=1C=2N(C=C(C1)S(=O)(=O)NC1(COC1)C)C(=NC2)C(=O)N2CC(CC2)(C(F)(F)F)O)CCO 8-(bis(2-hydroxyethyl)amino)-3-(3-hydroxy-3-(trifluoromethyl)pyrrolidine-1-carbonyl)-N-(3-methyloxetan-3-yl)Imidazolo[1,5-a]pyridine-6-sulfonamide